BrC1=C(C(=CC=C1)Br)CO (2,6-dibromophenyl)methanol